3-(5-(difluoromethyl)-1,3,4-thiadiazol-2-yl)-8-(4-(dimethylalanyl)piperazin-1-yl)-N-(1-methylcyclopropyl)imidazo[1,5-a]pyridine-6-sulfonamide formate C(=O)O.FC(C1=NN=C(S1)C1=NC=C2N1C=C(C=C2N2CCN(CC2)C([C@@H](N(C)C)C)=O)S(=O)(=O)NC2(CC2)C)F